C(C)(C)N(P(OCCC#N)OC1CCC(CC1)CP(=O)(OC)OC)C(C)C 2-cyanoethyl ((1s,4s)-4-((dimethoxyphosphoryl)methyl)cyclohexyl) diisopropylphosphoramidite